3-methylisothiazol-5-amine hydrochloride Cl.CC1=NSC(=C1)N